1-((S)-3-((4-(((R)-1-(3-Chloro-2-fluorophenyl)ethyl)amino)pyrido[3,2-d]pyrimidin-6-yl)oxy)pyrrolidin-1-yl)prop-2-en-1-one ClC=1C(=C(C=CC1)[C@@H](C)NC=1C2=C(N=CN1)C=CC(=N2)O[C@@H]2CN(CC2)C(C=C)=O)F